O=C1OCC=2C(N(C=CC21)[C@H]2COC1(CN(C1)C(=O)OC(C)(C)C)C2)=O tert-butyl (R)-7-(1,4-dioxo-1,4-dihydrofuro[3,4-c]pyridin-5(3H)-yl)-5-oxa-2-azaspiro[3.4]octane-2-carboxylate